C(C(C)C)NC([C@@H](CC(C)C)ONC(C1=CC(C(=O)NO[C@@H](C(NCC(C)C)=O)CC(C)C)=CC=C1)=O)=O N1,N3-bis(((R)-1-(isobutylamino)-4-methyl-1-oxopentan-2-yl)oxy)isophthalamide